4-PYRIMIDIN-5-YLMETHYLMORPHOLIN N1=CN=CC(=C1)CN1CCOCC1